BrC1=CC(=NC=C1)N(C(OC1CCOCC1)=O)CC12CCC(CC1)(CC2)C2=NC(=NO2)C2CC2 tetrahydro-2H-pyran-4-yl (4-bromopyridin-2-yl)((4-(3-cyclopropyl-1,2,4-oxadiazol-5-yl)bicyclo[2.2.2]octan-1-yl)methyl)carbamate